5a-(4-bromophenyl)-3-chloro-8-((dimethylamino)methyl)-7-(hydroxymethyl)-1-methoxy-6-phenyl-5a,6,7,8-tetrahydro-8aH-cyclopenta[4,5]furo[3,2-c]pyridin-8a-ol BrC1=CC=C(C=C1)C12C(C=3C(=NC(=CC3O1)Cl)OC)(C(C(C2C2=CC=CC=C2)CO)CN(C)C)O